C(\C=C(/C)\CCC[C@H](C)CCC[C@H](C)CCCC(C)C)C(C(=O)O)CC(=O)O.C(C)C1(CCCCC1)C(C1CCCCC1)(N)N ethyl-diaminodicyclohexyl-methane phytyl-mono-succinate